C(C1=CC=CC=C1)N1CCC(CC1)CCNC(=O)N1[C@@H](CN(CC1)C1=NC=C(N=C1)C#N)C (2R)-N-[2-(1-benzylpiperidin-4-yl)ethyl]-4-(5-cyanopyrazin-2-yl)-2-methylpiperazine-1-carboxamide